FC=1C=C2C(NC=3CCC[C@@H](C3C2=CC1F)N(C(=O)C=1NC2=CC(=CC(=C2C1)C)F)C)=O (S)-N-(8,9-difluoro-6-oxo-1,2,3,4,5,6-hexahydrophenanthridin-1-yl)-6-fluoro-N,4-dimethyl-1H-indole-2-carboxamide